N-(5-(5-chloro-6-fluoro-7-(methyl(pyrimidin-2-yl)amino)-1H-indazol-4-yl)pyrazolo[1,5-a]pyridin-2-yl)-2-fluorocyclopropane-1-carboxamide ClC=1C(=C2C=NNC2=C(C1F)N(C1=NC=CC=N1)C)C1=CC=2N(C=C1)N=C(C2)NC(=O)C2C(C2)F